3-ethylmethylethoxymethyloxetane C(C)C1C(OC1)(COCC)C